C(CCC(=O)O)(=O)O.[Br].[Br] dibromine succinic acid